CS(=O)(=O)O.NC(C(=O)O)CN 2,3-diaminoPropionic acid mesilate